ClC1=CC=C(C=C1)C=1N=C(SC1)N(C1=C(N=C2N1C=C(C=C2)N2C(NCC2)=O)CC)C 1-(3-((4-(4-chlorophenyl)thiazol-2-yl)(methyl)amino)-2-ethylimidazo[1,2-a]pyridin-6-yl)imidazolidin-2-one